C12(CC3CC(CC(C1)C3)C2)N2CCN(CC2)CCSC2=C3C(N(C(=NC3=CC=C2)C)C2C(NC(CC2)=O)=O)=O 3-(5-((2-(4-((1s,3s)-adamantan-1-yl)piperazin-1-yl)ethyl)thio)-2-methyl-4-oxoquinazolin-3(4H)-yl)piperidine-2,6-dione